2-[1-[(2,3-difluorophenyl)methyl]-5-oxopyrrolidin-2-yl]-N-(pyridin-2-ylmethyl)acetamide FC1=C(C=CC=C1F)CN1C(CCC1=O)CC(=O)NCC1=NC=CC=C1